CC=1C(=C(C=CC1)C=C)C=C methyl-divinylbenzene